IC1=CC(=CC=C1)OC(F)(F)F 1-iodo-3-(trifluoromethoxy)benzene